(2-(3,8-diazabicyclo[3.2.1]octan-8-yl)-6,7-dihydrothiazolo[5,4-c]pyridin-5(4H)-yl)(chroman-2-yl)methanone C12CNCC(CC1)N2C=2SC=1CN(CCC1N2)C(=O)C2OC1=CC=CC=C1CC2